ClC=1C=C(C=2N(N1)C(=CN2)C(C)C)NC([O-])=O (6-chloro-3-isopropylimidazo[1,2-b]pyridazin-8-yl)carbamate